3-(4-hydroxyphenyl)-1-propanone OC1=CC=C(C=C1)CCC=O